N-((6-hydroxypyridazin-3-oxy)methyl)acrylamide OC1=CC=C(N=N1)OCNC(C=C)=O